1-((1-(2,6-difluoro-4-(1H-pyrazol-4-yl)phenyl)piperidin-4-yl)methyl)pyrrolidin-2-one FC1=C(C(=CC(=C1)C=1C=NNC1)F)N1CCC(CC1)CN1C(CCC1)=O